C/1=C\CCCCCC1 Trans-Cyclooctene